4-(2-((R)-2-(2-isopropylphenyl)-4-((7-(methoxy-d3)-2-methylbenzofuran-4-yl)methyl)piperazin-1-yl)-7-azaspiro[3.5]nonan-7-yl)benzamide C(C)(C)C1=C(C=CC=C1)[C@H]1N(CCN(C1)CC1=CC=C(C2=C1C=C(O2)C)OC([2H])([2H])[2H])C2CC1(C2)CCN(CC1)C1=CC=C(C(=O)N)C=C1